methyl 5-amino-9-chloro-7-(2-(4-(4-cyano-2-fluorophenyl) piperazin-1-yl) ethyl)-2-(pyridin-2-yl)-7H-pyrrolo[3,2-e][1,2,4]triazolo[1,5-c]pyrimidine-8-carboxylate NC1=NC2=C(C=3N1N=C(N3)C3=NC=CC=C3)C(=C(N2CCN2CCN(CC2)C2=C(C=C(C=C2)C#N)F)C(=O)OC)Cl